C1CC12NCCN(C2)C2=CC=CC=1NC=NC12 4-(4,7-diazaspiro[2.5]octan-7-yl)-1H-benzo[d]imidazole